C(C(=O)C)(=S)[O-] thiopyruvate